1,2,3,4,5-pentanepentacarboxylic acid C(C(C(C(CC(=O)O)C(=O)O)C(=O)O)C(=O)O)C(=O)O